C1(=CC=C(C=C1)C1=NN(C(=N1)N)CC1=CC=C(C=C1)C=C)C1=NN(C(=N1)N)CC1=CC=C(C=C1)C=C 3,3'-(1,4-phenylene)bis[1-(4-vinylbenzyl)-5-amino-1H-1,2,4-triazole]